CC1(OB(OC1(C)C)C1=CC=C(C=C1)C1N(C2(CC2)COC1)C(=O)OC(C)(C)C)C tert-butyl 5-(4-(4,4,5,5-tetramethyl-1,3,2-dioxaborolan-2-yl)phenyl)-7-oxa-4-azaspiro[2.5]octane-4-carboxylate